C1(CCCCC1)C1=NC=CC2=CC(=CC=C12)C 1-Cyclohexyl-6-methylisoquinoline